OC=1C=C2C(CCOC2=C(C1)[N+](=O)[O-])=O 6-Hydroxy-8-nitrochroman-4-one